octyl n-nonanoate C(CCCCCCCC)(=O)OCCCCCCCC